C(C)N1C(COC(C1)(C)C)COC=1C=C2CN(C(C2=CC1)=O)N1C(CCCC1=O)=O (5-((4-ethyl-6,6-dimethylmorpholin-3-yl)methoxy)-1-oxoisoindolin-2-yl)piperidine-2,6-dione